C(C)C=1C(=C(C(=C(C1)C1=CC=C(C=C1)C1=CC=CC=C1)CC)CC)CC tetraethyl-p-terphenyl